SSS sulfanylsulfide